ClC1=C(C(=C(C(=N1)N[C@@H](C(=O)N)C1=CC=CC=C1)C#N)CC)C#N (R)-2-((6-chloro-3,5-dicyano-4-ethylpyridin-2-yl)amino)-2-phenylacetamide